cyclopropyl-(2-(methylthio)pyrimidin-4-yl)methylamine C1(CC1)NCC1=NC(=NC=C1)SC